1-(2,4-dihydroxy-3-methylphenyl)(2-methoxyphenyl)methanone OC1=C(C=CC(=C1C)O)C(=O)C1=C(C=CC=C1)OC